ethyl 4-(4-(bromomethyl)phenoxy)butanoate BrCC1=CC=C(OCCCC(=O)OCC)C=C1